NC1CCC(CC1)OCC=1N=NN(C1)[C@H](C(=O)N1[C@@H](C[C@H](C1)O)C(=O)NC)C(C)(C)C (2S,4r)-1-[(2S)-2-[4-[(4-aminocyclohexyloxy)methyl]triazol-1-yl]-3,3-dimethyl-butyryl]-4-hydroxy-N-methyl-pyrrolidine-2-carboxamide